2-(2-((5-(tert-butyl)-7-(3,3-difluoropyrrolidin-1-yl)-3H-[1,2,3]triazolo[4,5-d]pyrimidin-3-yl)methyl)phenyl)ethanethiol C(C)(C)(C)C=1N=C(C2=C(N1)N(N=N2)CC2=C(C=CC=C2)CCS)N2CC(CC2)(F)F